N-ethyl-4'-(4-hydroxy-4-((4-oxopyrrolo[2,1-f][1,2,4]triazin-3(4H)-yl)methyl)piperidine-1-carbonyl)-[1,1'-biphenyl]-4-carboxamide C(C)NC(=O)C1=CC=C(C=C1)C1=CC=C(C=C1)C(=O)N1CCC(CC1)(CN1C=NN2C(C1=O)=CC=C2)O